FC1=NC(=CC=C1C=1NC2=CC=C(C=C2C1)O)N1CC(C1)CCO 2-{2-Fluoro-6-[3-(hydroxyethyl)azetidin-1-yl]pyridin-3-yl}-1H-indol-5-ol